ONC(CCC1=CC(=NC2=CC=CC=C12)C1=CC(=CC=C1)OCC1CC1)=O N-Hydroxy-3-(2-(3-cyclopropylmethoxyphenyl)quinolin-4-yl)propanamide